S-(4-oxo-3-(2-oxo-2-(((S)-1-(4-(trifluoromethoxy)phenyl)ethyl)amino)ethyl)-3,4-dihydrobenzo[d][1,2,3]triazin-6-yl)cysteine O=C1C2=C(N=NN1CC(N[C@@H](C)C1=CC=C(C=C1)OC(F)(F)F)=O)C=CC(=C2)SC[C@H](N)C(=O)O